C(C)(=O)C=1C(=CC(=C(C1)NC(=O)NC1=CC(=CC=C1)F)OC)O 1-(5-acetyl-4-hydroxy-2-methoxyphenyl)-3-(3-fluorophenyl)urea